FC1=C(\C=N\[S@@](=O)C(C)(C)C)C=C(C=C1)C (S,E)-N-(2-fluoro-5-methylbenzylidene)-2-methylpropane-2-sulfinamide